8-(4-methoxyphenyl)-2-methyl-3-oxo-1,2,3,4-tetrahydroquinoxaline-6-carboxylic acid methyl ester COC(=O)C=1C=C2NC(C(NC2=C(C1)C1=CC=C(C=C1)OC)C)=O